bis(4-amino-2-trifluoromethylphenoxy)Benzene NC1=CC(=C(OC2=C(C=CC=C2)OC2=C(C=C(C=C2)N)C(F)(F)F)C=C1)C(F)(F)F